5-[3-({5-[(1R,4R,7R)-7-amino-2-azabicyclo[2.2.1]heptane-2-carbonyl]-7-methoxy-2-(1-methyl-1H-indol-2-yl)-1H-1,3-benzodiazol-1-yl}methyl)azetidin-1-yl]pyrimidine-4-carbonitrile N[C@H]1[C@@H]2N(C[C@H]1CC2)C(=O)C2=CC1=C(N(C(=N1)C=1N(C3=CC=CC=C3C1)C)CC1CN(C1)C=1C(=NC=NC1)C#N)C(=C2)OC